N-((5-(5-(difluoromethyl)-1,3,4-oxadiazol-2-yl)thiazol-2-yl)methyl)-N-(5-(trifluoromethyl)pyridin-3-yl)ethanesulfonamide FC(C1=NN=C(O1)C1=CN=C(S1)CN(S(=O)(=O)CC)C=1C=NC=C(C1)C(F)(F)F)F